C[C@@]12CCC=3N=C(SC3C2=CC[C@H]2[C@H]3[C@](CC[C@H]12)([C@H](CC3)O)C)N(C3=CC=CC=C3)C (5aR,5bS,7aS,8S,10aS,10bR)-5a,7a-dimethyl-2-(methyl(phenyl)amino)-5,5a,5b,6,7,7a,8,9,10,10a,10b,11-dodecahydro-4H-cyclopenta[7,8]phenanthro[2,1-d]thiazol-8-ol